[3-(3-chloroisothiazol-5-yl)pyrrolidin-1-yl]-(3-pyridazin-4-yl-1H-pyrazol-5-yl)methanone ClC1=NSC(=C1)C1CN(CC1)C(=O)C1=CC(=NN1)C1=CN=NC=C1